CC(C[C@@H](C(=O)NCC(=O)OC(C)(C)C)NC(=O)C1=NNC(=C1)C1=CC(=CC=C1)C=1OC(=CN1)C(NC(CC)CC)=O)C (S)-tert-butyl 2-(4-methyl-2-(5-(3-(5-(pentan-3-ylcarbamoyl)oxazol-2-yl)phenyl)-1H-pyrazole-3-carboxamido)pentanamido)acetate